(7-(4-(ethoxycarbonyl)piperidin-1-yl)-6,7,8,9-tetrahydro-5H-benzo[7]annulene-2-yl)-1H-1,2,4-triazole-3,5-diamine C(C)OC(=O)C1CCN(CC1)C1CCC2=C(CC1)C=C(C=C2)N2N=C(N=C2N)N